C[Si](O[Si](CCCOCCO)(O[Si](C)(C)C)C)(O[Si](C)(C)C)C 2-[3-[[dimethyl(trimethylsilyloxy)silyl]oxy-methyl-trimethylsilyloxysilyl]propoxy]ethanol